N-(2-((1-Hydroxy-2-methyl-propan-2-yl)amino)-6-methyl-pyrimidin-4-yl)-4-(methyl-sulfonyl)-2-(6-azaspiro[2.5]octan-6-yl)benzamide OCC(C)(C)NC1=NC(=CC(=N1)NC(C1=C(C=C(C=C1)S(=O)(=O)C)N1CCC2(CC2)CC1)=O)C